BrC(C)C=1C=C(C=C2C(C=C(OC12)N1CCC(CC1)OC)=O)C 8-(1-bromoethyl)-2-(4-methoxy-1-piperidinyl)-6-methyl-chromen-4-one